5-Bromo-1,2,3,4-tetrahydroquinolin-8-amine BrC1=C2CCCNC2=C(C=C1)N